N-[(1S)-2-amino-2-oxo-1-[[(3S)-2-oxo-3-piperidyl]methyl]ethyl]-2-(5-chloro-4-methoxy-1H-indole-2-carbonyl)-2-azaspiro[4.5]decane-3-carboxamide NC([C@H](C[C@H]1C(NCCC1)=O)NC(=O)C1N(CC2(C1)CCCCC2)C(=O)C=2NC1=CC=C(C(=C1C2)OC)Cl)=O